1-(2,2-Diethoxyethyl)pseudouridine methyl-(S)-2-((2-(2,6-difluoro-4-(methylcarbamoyl)phenyl)-5-methyl-1H-indol-1-yl)methyl)morpholine-4-carboxylate C[C@@H]1N(CCOC1CN1C(=CC2=CC(=CC=C12)C)C1=C(C=C(C=C1F)C(NC)=O)F)C(=O)OC[C@@H]1[C@H]([C@H]([C@@H](O1)C1=CN(C(=O)NC1=O)CC(OCC)OCC)O)O